potassium homotaurinate NCCCS(=O)(=O)[O-].[K+]